CC=1C(=C(CC2=C(C#N)C=CC=C2)C=C(C1)C)N(CCN1CCOCC1)C 2-(3,5-dimethyl-2-(methyl-(2-morpholinoethyl)amino)benzyl)benzonitrile